NC1=C(C=C(N=N1)C1=C(C=CC=C1)O)N1CC2CCC(C1)N2C2=CC(=NC=C2)C#CCN2CCCCCC2 2-[6-amino-5-[8-[2-[3-(azepan-1-yl)prop-1-ynyl]-4-pyridinyl]-3,8-diazabicyclo[3.2.1]oct-3-yl]pyridazin-3-yl]phenol